C(C)(C)(C)OC(NC1=CNC2=C1C=NC=C2F)=O (7-Fluoro-1H-pyrrolo[3,2-c]pyridin-3-yl)carbamic acid tert-butyl ester